6-(4,4-difluoropiperidin-1-yl)-4-iodo-N,N-bis(4-methoxybenzyl)pyridin-2-amine FC1(CCN(CC1)C1=CC(=CC(=N1)N(CC1=CC=C(C=C1)OC)CC1=CC=C(C=C1)OC)I)F